4-((S)-2-(3-((S)-2-amino-3-methylbutanoyloxy)-4-methoxybenzoyloxy)-2-(3-(cyclopropylmethoxy)-4-(difluoromethoxy)phenyl)-ethyl)-3,5-dichloropyridine 1-oxide hydrochloride Cl.N[C@H](C(=O)OC=1C=C(C(=O)O[C@@H](CC2=C(C=[N+](C=C2Cl)[O-])Cl)C2=CC(=C(C=C2)OC(F)F)OCC2CC2)C=CC1OC)C(C)C